2-{[(4-cyclobutylphenyl)(phenyl)methyl]carbamoyl}cyclopentane-1-carboxylic acid C1(CCC1)C1=CC=C(C=C1)C(C1=CC=CC=C1)NC(=O)C1C(CCC1)C(=O)O